(tetrahydropyran-2-yloxymethyl)cyclobutanol O1C(CCCC1)OCC1(CCC1)O